OB1OCCC2=C1C=C(C=C2)C(=O)N[C@H](C(=O)NCCC(=O)O)CNC(=O)C=2C=CC1=C(B(OCC1)O)C2 (S)-3-(2,3-bis(1-hydroxy-3,4-dihydro-1H-benzo[c][1,2]oxaborinine-7-carboxamido)propanamido)propanoic acid